C(#N)C1=CC(=C(C=C1)NS(=O)(=O)C=1C=C(NC1)C=1C(=C(SC1)C(=O)[O-])F)F 4-(4-(N-(4-cyano-2-fluorophenyl)sulfamoyl)-1H-pyrrol-2-yl)-3-fluorothiophene-2-carboxylate